3-((3S,4S)-4-Amino-3-methyl-2-oxa-8-azaspiro[4.5]decan-8-yl)-6-((3-chloro-1-methyl-2-oxo-1,2-dihydropyridin-4-yl)thio)pyrazin-2(1H)-on N[C@@H]1[C@@H](OCC12CCN(CC2)C=2C(NC(=CN2)SC2=C(C(N(C=C2)C)=O)Cl)=O)C